3-(1-oxo-5-((2-(3-(pyridin-2-yl)azetidin-1-yl)cyclohexyl)oxy)isoindolin-2-yl)piperidine-2,6-dione O=C1N(CC2=CC(=CC=C12)OC1C(CCCC1)N1CC(C1)C1=NC=CC=C1)C1C(NC(CC1)=O)=O